ethyl 1-(2-((tert-butoxycarbonyl) amino) ethyl)-5-bromo-1H-pyrrolo[2,3-c]pyridine-2-carboxylate C(C)(C)(C)OC(=O)NCCN1C(=CC=2C1=CN=C(C2)Br)C(=O)OCC